1-methyl-6-oxo-1,6-dihydro-1,3,5-triazin-2-yl stearate C(CCCCCCCCCCCCCCCCC)(=O)OC=1N(C(N=CN1)=O)C